di(n-propyl)dimethoxysilane C(CC)[Si](OC)(OC)CCC